cesium anthracenedicarboxylic acid C=1(C(=CC=C2C=C3C=CC=CC3=CC12)C(=O)O)C(=O)O.[Cs]